C1(=CC=CC=C1)OP(=O)(OC1=CC=CC=C1)Cl Diphenylphosphonochloride